N-(4-((S*)-2-(5-fluoro-6-methoxypyridin-3-yl)propyl)-6-(((R)-1-hydroxy-4-methylpentan-2-yl)amino)-1,3,5-triazin-2-yl)methanesulfonamide FC=1C=C(C=NC1OC)[C@H](CC1=NC(=NC(=N1)N[C@@H](CO)CC(C)C)NS(=O)(=O)C)C |o1:9|